COC(C1=C(C=C(C(=C1)OCCCNC(C1=C(C=CC=C1)F)=O)OC)[N+](=O)[O-])=O 5-(3-(2-fluorobenzamido)propoxy)-4-methoxy-2-nitrobenzoic acid methyl ester